C(C=C)(=O)OC(C(C(C(CCOC(C=C)=O)(F)F)(F)F)(F)F)(F)F 1,6-bis(acryloxy)octafluorohexane